NC1=NC=CC=C1C1=NC=2C(=NC(=CC2)C(F)(F)F)N1C1=CC=C(CNC(=O)C2=CC=C(C(=O)OC)C=C2)C=C1 methyl 4-((4-(2-(2-aminopyridin-3-yl)-5-(trifluoromethyl)-3H-imidazo[4,5-b]pyridin-3-yl)benzyl)carbamoyl)benzoate